N-(4-{[6-(dimethylcarbamoyl)-7-methoxyquinolin-4-yl]oxy}-3-fluorophenyl)-5-(4-fluorophenyl)-6-oxo-2,3,5,6-tetrahydrofuro[3,2-c]pyridine-7-carboxamide CN(C(=O)C=1C=C2C(=CC=NC2=CC1OC)OC1=C(C=C(C=C1)NC(=O)C1=C2C(=CN(C1=O)C1=CC=C(C=C1)F)CCO2)F)C